ClN1C(C2(C3=CC(=CC=C13)C=1NCC(CC1)C)CC2)=O Chloro-5'-(5-methyl-1,4,5,6-tetrahydropyridin-2-yl)spiro[cyclopropane-1,3'-indoline]-2'-one